(tert-butoxycarbonyl)-L-tyrosine methyl ester COC([C@@H](NC(=O)OC(C)(C)C)CC1=CC=C(C=C1)O)=O